(4-((3-chloro-4-fluorophenyl)carbamoyl)-2,3-dihydro 1H-inden-1-yl) carbamate C(N)(OC1CCC2=C(C=CC=C12)C(NC1=CC(=C(C=C1)F)Cl)=O)=O